5-iodo-1-benzothiophene-2-carboxylic acid ethyl ester C(C)OC(=O)C=1SC2=C(C1)C=C(C=C2)I